ClC=1C=C(C=C(C1C1C(C1)(F)F)B1OC(C(O1)(C)C)(C)C)O 3-chloro-4-(2,2-difluorocyclopropyl)-5-(4,4,5,5-tetramethyl-1,3,2-dioxaborolan-2-yl)phenol